O1CCC2=NC(=CC=C21)N2C(C(=CC=C2)NC2=NC=1N(C(=C2)NC)N=CC1C(=O)N[C@H]1[C@@H](CC1)OC)=O 5-((1-(2,3-Dihydrofuro[3,2-b]pyridin-5-yl)-2-oxo-1,2-dihydropyridin-3-yl)amino)-N-((1R,2R)-2-methoxycyclobutyl)-7-(methylamino)pyrazolo[1,5-a]pyrimidine-3-carboxamide